FC=1C=C(C=NC1)[C@@H](O)C12CCC(CC1)(N2)CCC2=CC=C(C=C2)OC (R)-(5-Fluoropyridin-3-yl)(4-(4-methoxyphenethyl)-7-azabicyclo[2.2.1]heptan-1-yl)methanol